bis(1-(((S)-4-ethyl-8-fluoro-4-hydroxy-9-methoxy-3,14-dioxo-3,4,12,14-tetrahydro-1H-pyrano[3',4':6,7]indolizino-[1,2-b]quinolin-11-yl)methyl)-N,N-dimethylpiperidin-4-aminium) formate C(=O)[O-].C(C)[C@]1(C(OCC=2C(N3CC=4C(=NC=5C=C(C(=CC5C4CN4CCC(CC4)[NH+](C)C)OC)F)C3=CC21)=O)=O)O.C(C)[C@]2(C(OCC=1C(N3CC=4C(=NC=5C=C(C(=CC5C4CN4CCC(CC4)[NH+](C)C)OC)F)C3=CC12)=O)=O)O.C(=O)[O-]